O1C(=NC2=C1C=CC=C2)C2CCN(CC2)C2=C(C(N(C1=CC=CC=C21)CC)=O)C#N 4-[4-(1,3-benzoxazol-2-yl)piperidin-1-yl]-1-ethyl-2-oxo-1,2-dihydroquinoline-3-carbonitrile